N-(2'-fluoro-4-((methylamino)methyl)-[1,1'-biphenyl]-2-yl)-2,6-difluorobenzenesulfonamide FC1=C(C=CC=C1)C1=C(C=C(C=C1)CNC)NS(=O)(=O)C1=C(C=CC=C1F)F